O.N[C@@H](C(=O)N[C@H]1[C@H]2SCC(=C(N2C1=O)C(=O)O)\C=C\C)C1=CC=C(C=C1)O (6R,7R)-7-[[(2R)-2-amino-2-(4-hydroxyphenyl)acetyl]amino]-8-oxo-3-[(E)-prop-1-enyl]-5-thia-1-azabicyclo[4.2.0]oct-2-ene-2-formic acid hydrate